[(3R,9aS)-3-(3-chloro-4-fluoro-phenyl)-3,4,6,7,9,9a-hexahydro-1H-pyrazino[2,1-c][1,4]oxazin-8-yl]-[2-chloro-3-(4-methyl-3-pyridyl)phenyl]methanone ClC=1C=C(C=CC1F)[C@@H]1CN2[C@H](CO1)CN(CC2)C(=O)C2=C(C(=CC=C2)C=2C=NC=CC2C)Cl